N-(2,2-difluoroethyl)-6-(2-(3,3,3-trifluoropropyl)-7H-pyrrolo[2,3-d]pyrimidin-5-yl)imidazo[1,2-a]pyridine-3-carboxamide FC(CNC(=O)C1=CN=C2N1C=C(C=C2)C2=CNC=1N=C(N=CC12)CCC(F)(F)F)F